4-(3-(Benzyloxy)cyclobutoxy)piperidine C(C1=CC=CC=C1)OC1CC(C1)OC1CCNCC1